((4-(7-(((2S,5R)-5-aminotetrahydro-2H-pyran-2-yl)methyl)-2,7-diazaspiro[3.5]non-2-yl)pyrimidin-5-yl)oxy)-N-(2-cyanoethyl)-5-fluoro-N-isopropylbenzamide hydrochloride Cl.N[C@@H]1CC[C@H](OC1)CN1CCC2(CN(C2)C2=NC=NC=C2OC2=C(C(=O)N(C(C)C)CCC#N)C=C(C=C2)F)CC1